2,4-bis(n-octylthio)-6-(4-hydroxy-3',5'-di-tert-butylphenylamino)-1,3,5-triazine C(CCCCCCC)SC1=NC(=NC(=N1)SCCCCCCCC)NC1=CC(=C(C(=C1)C(C)(C)C)O)C(C)(C)C